(1R,5R)-5-Isopropyl-2-methylenecyclohexanol C(C)(C)[C@@H]1CCC([C@@H](C1)O)=C